3,3'-Ethylenebis(1,2,4-triazole) C(CC1=NNC=N1)C1=NNC=N1